bis(2-methylpropyl)-dimethoxysilane triazinyl-aminobenzenesulfonate N1=NN=C(C=C1)C=1C(=C(C=CC1)S(=O)(=O)O)N.CC(C[Si](OC)(OC)CC(C)C)C